C1[C@@H]2CC3(CCCN3[C@@H]21)C(=O)OC methyl (1aR,6aR)-hexahydrocyclopropa[b]pyrrolizine-5a(3H)-carboxylate